5-(3,3-difluoropropyl)-3-fluoro-6-methoxy-pyridin-2-amine FC(CCC=1C=C(C(=NC1OC)N)F)F